3-amino-N-(3-(4-amino-4-(hydroxymethyl)piperidin-1-yl)pyridin-2-yl)-6-(3-cyano-4-methoxypyridin-2-yl)pyrazine-2-carboxamide NC=1C(=NC(=CN1)C1=NC=CC(=C1C#N)OC)C(=O)NC1=NC=CC=C1N1CCC(CC1)(CO)N